1-(2-fluorophenyl)-N1,N1-dimethylethane-1,2-diamine FC1=C(C=CC=C1)C(CN)N(C)C